ethyl-3,3-dimethoxypropionate C(C)OC(CC(OC)OC)=O